FC=1C(=NC(=CC1)C)OC1CCC2(CN(C2)C(=O)C2CC(C2)(C)O)CC1 (7-((3-Fluoro-6-methylpyridin-2-yl)oxy)-2-azaspiro[3.5]nonan-2-yl)((1s,3s)-3-hydroxy-3-methylcyclobutyl)methanon